3,4-bis(benzyloxy)-5-hydroxyl-2-methylbenzoic acid C(C1=CC=CC=C1)OC=1C(=C(C(=O)O)C=C(C1OCC1=CC=CC=C1)O)C